FC1(CCN(CC1)C)C=1C(=CC=2N(C1)C(=CN2)C2=NN(C(=C2)C(=O)OC)C)OC methyl 3-(6-(4-fluoro-1-methylpiperidin-4-yl)-7-methoxyimidazo[1,2-a]pyridin-3-yl)-1-methyl-1H-pyrazole-5-carboxylate